tert-Butyl 8-(5-ethyl-2-(pyridin-4-yl) pyrido[3,4-d]pyrimidin-4-yl)-2,8-diazaspiro[4.5]decane-2-carboxylate C(C)C1=CN=CC=2N=C(N=C(C21)N2CCC1(CCN(C1)C(=O)OC(C)(C)C)CC2)C2=CC=NC=C2